COC(=O)C1CCCCC(CCCC1)(C1=CC=CC=C1)C1=CC=CC=C1 diphenylcyclodecane-4-carboxylic acid methyl ester